OCCOC=1C=C(C=C(C1)OCCO)NS(=O)(=O)C1=CC=CC=C1 N-(3,5-bis(2-hydroxyethoxy)phenyl)benzenesulfonamide